[Cu].[Sn] Tin-Copper